BrC=1C=C(OC2=C(C=C(C(=C2C=C)C)[N+](=O)[O-])F)C=CC1F 2-(3-bromo-4-fluoro-phenoxy)-1-fluoro-4-methyl-5-nitro-3-vinyl-benzene